1-bromo-octyne BrC#CCCCCCC